BrC=1C2=C(SC1)C=C1C(CCC(C1=C2)(C)C)(C)C 3-bromo-5,5,8,8-tetramethyl-5,6,7,8-tetrahydro-naphtho[2,3-b]-thiophene